2-MERCAPTOPROPIONIC ACID SC(C(=O)O)C